ClC(=O)O.C[C@H]1CN(C[C@H](N1)C)CCCOC1=CC=C(C=C1)S(=O)(=O)NCCCC1=CNC2=CC=C(C=C12)F 4-(3-((3S,5R)-3,5-dimethylpiperazin-1-yl)propoxy)-N-(3-(5-fluoro-1H-indol-3-yl)propyl)benzenesulfonamide chloroformate